C1(=CC=CC=C1)C1=NC(=NC2=CC=CC=C12)OB(O)O (4-phenylquinazolin-2-yl)boric acid